Cl.N[C@H](C(=O)OC)CC1C(NC2(C1)CCOCC2)=O methyl (2S)-2-amino-3-(2-oxo-8-oxa-1-azaspiro[4.5]decan-3-yl)propanoate hydrochloride